CN(CCC1=CC=C(C(=O)NC=2C=NC(=C(C2)NC2=NC=CC(=N2)C=2C=NC=CC2)C)C=C1)C 4-(2-Dimethylamino-ethyl)-N-[6-methyl-5-(4-pyridin-3-yl-pyrimidin-2-ylamino)-pyridin-3-yl]-benzamide